N1C=C(C=C1)CCC(=O)O pyrrole-3-propanoic acid